[I-].N1C=CC2=CC=C3C(=C12)C=CC=C3 Benzoindole iodide